fluoro-N-(6-(2-methyl-2-azaspiro[3.3]heptane-6-carbonyl)pyridin-2-yl)picolinamide FC=1C(=NC=CC1)C(=O)NC1=NC(=CC=C1)C(=O)C1CC2(CN(C2)C)C1